[Si](C)(C)(C(C)(C)C)OCC1=NN=C(O1)C12CC(CC(N1C(=O)NC1=CC(=C(C=C1)Cl)C1=NN(C=N1)C)C2)C cis-1-(5-(((tert-butyldimethylsilyl)oxy)methyl)-1,3,4-oxadiazol-2-yl)-N-(4-chloro-3-(1-methyl-1H-1,2,4-triazol-3-yl)phenyl)-3-methyl-6-azabicyclo[3.1.1]heptane-6-carboxamide